BrC=1C(=NC(=NC1)Cl)NC=1C(=C2N=CC=NC2=CC1)OP(=O)(C)C N-(5-bromo-2-chloropyrimidin-4-yl)-5-(dimethylphosphinyloxy)quinoxalin-6-amine